IC1=COC2=C(C=C(C=C2C1=O)C)C 3-iodo-6,8-dimethylchromone